OCCN(C(C1=CC(=CC=C1)NC1=NC=C(C(=N1)NCC=1C(=NC=CC1)N(S(=O)(=O)C)C)C(F)(F)F)=O)C N-(2-hydroxyethyl)-N-methyl-3-({4-[({2-[methyl(methylsulfonyl)amino]pyridin-3-yl}methyl)amino]-5-(trifluoromethyl)pyrimidin-2-yl}amino)benzamide